ClC(C(CC)O)(CC)[N+](=O)[O-] 4-chloro-4-nitro-3-hexanol